bis(cyclopentadienyl)bis[2,6-difluoro-3-(N-hexyl-2,2-dimethylpentanoylamino)phenyl]titanium C1(C=CC=C1)[Ti](C1=C(C(=CC=C1F)N(CCCCCC)C(C(CCC)(C)C)=O)F)(C1=C(C(=CC=C1F)N(CCCCCC)C(C(CCC)(C)C)=O)F)C1C=CC=C1